C(C)(C)(C)OC(=O)N1[C@@H](CC[C@H](C1)C(NC1=NN(C2=CC=C(C=C12)C1=C(C=CC(=C1)C#N)Cl)C(C1=CC=CC=C1)(C1=CC=CC=C1)C1=CC=CC=C1)=O)C.C1(=CC=CC=C1)P(C1=CC=CC=2NC3=CC=CC(=C3OC12)P(C1=CC=CC=C1)C1=CC=CC=C1)C1=CC=CC=C1 4,6-bis(diphenyl-phosphino)phenoxazine tert-Butyl-(2R,5R)-5-{[5-(2-chloro-5-cyanophenyl)-1-trityl-1H-indazol-3-yl]carbamoyl}-2-methylpiperidine-1-carboxylate